(±)-1-fluoro-4-iodo-6-oxabicyclo[3.2.1]octan-7-one FC12CCC(C(OC1=O)C2)I